FC1=C(C=CC2=C1N=CS2)NC2=C1C(=NC=C2F)SC(=C1)[C@H]1[C@@H](NCCC1)C 4-Fluoro-N-(5-fluoro-2-((2S,3R)-2-methylpiperidin-3-yl)thieno[2,3-b]pyridin-4-yl)benzo[d]thiazol-5-amine